(S)-8-(propylsulfonyl)-3-(2-(4-(p-tolyl)piperazin-1-yl)ethyl)-2-oxa-8-azaspiro[4.5]decan-1-one C(CC)S(=O)(=O)N1CCC2(C[C@H](OC2=O)CCN2CCN(CC2)C2=CC=C(C=C2)C)CC1